5-Methyl-2-(thiazol-2-yl)nicotinic acid, lithium salt [Li+].CC=1C=NC(=C(C(=O)[O-])C1)C=1SC=CN1